C(C)O[Si](C1=CC=C(C=C1)C(F)(F)F)(OCC)OCC triethoxy(4-(trifluoromethyl)phenyl)silane